N,N-dimethylacryloylethylenediamine CN(CCNC(C=C)=O)C